CC=1C=C(C=CC1F)NC(=O)C=1SC(=CC1)CN1N=C(C=C1C)C N-(3-methyl-4-fluorophenyl)-5-((3,5-dimethyl-1H-pyrazol-1-yl)methyl)thiophene-2-carboxamide